5-[2-formyl-5-({2-methyl-[1,1'-biphenyl]-3-yl}methoxy)phenoxymethyl]pyridine-3-carbonitrile C(=O)C1=C(OCC=2C=C(C=NC2)C#N)C=C(C=C1)OCC=1C(=C(C=CC1)C1=CC=CC=C1)C